(E)-(3-(3-(naphthalen-2-yl)-1-phenyl-1H-pyrazol-4-yl)acryloyl)-L-tyrosine C1=C(C=CC2=CC=CC=C12)C1=NN(C=C1/C=C/C(=O)N[C@@H](CC1=CC=C(C=C1)O)C(=O)O)C1=CC=CC=C1